C(C)OC(C(C)C)N1C2=CC=CC=C2C=2C=CC=CC12 9-(1-ethoxy-2-methyl-propyl)-9H-carbazole